C1=CC=CC=2C=CC=3OC=4C=CC5=C(C4CC3C21)C=CC=C5 benzobenzoxanthene